FC1=CC=C(C=C1)CCCN 3-(4-fluorophenyl)propane-1-amine